2,5-dibromo-1-methylimidazole BrC=1N(C(=CN1)Br)C